1-cyclobutyl-4-fluoro-3-methyl-1H-pyrrolo[2,3-b]pyridine-5-carboxylic acid C1(CCC1)N1C=C(C=2C1=NC=C(C2F)C(=O)O)C